COC(C1=C(N=C(C(=C1N)Br)C1CCCC1)C1=CC=C(C=C1)CNC(C1=C(C=CC=C1)OC)=O)=O 4-amino-5-bromo-6-cyclopentyl-2-(4-((2-methoxybenzoylamino)methyl)phenyl)nicotinic acid methyl ester